(3S)-1-(3-fluoro-4-{5-[(1R)-1-methyl-1,2,3,4-tetrahydroisoquinoline-2-carbonyl]-7-(pyridin-4-yl)pyrazolo[1,5-a]pyrimidin-2-yl}phenyl)pyrrolidine-3-carboxamide FC=1C=C(C=CC1C1=NN2C(N=C(C=C2C2=CC=NC=C2)C(=O)N2[C@@H](C3=CC=CC=C3CC2)C)=C1)N1C[C@H](CC1)C(=O)N